7-methyl-chromenone CC1=CC=C2C=CC(OC2=C1)=O